C1(CCCCC1)NC1=C2C(=NC(=N1)NC1=C(C=C(C=C1)N1CCOCC1)OC)NN=C2C=2N=CN(C2)C(C)C N4-cyclohexyl-3-(1-isopropyl-1H-imidazol-4-yl)-N6-(2-methoxy-4-morpholinophenyl)-1H-pyrazolo[3,4-d]pyrimidine-4,6-diamine